[Al+3].S(=O)(=O)([O-])[O-].S(=O)(=O)([O-])[O-].S(=O)(=O)([O-])[O-].[Al+3] Sulphate aluminium salt